CC=1C=C(C#N)C=CC1[C@]1(C[C@@H]2[C@H](N(OC2(C)C)C)[C@H](C1)C)C |r| rac-3-methyl-4-((3aR,5R,7S,7aR)-1,3,3,5,7-pentamethylocta-hydro-benzo[c]isoxazol-5-yl)benzonitrile